ClC=1C(=CC(=C(C=O)C1)O)OCC=1C(=C(C=CC1)C1=C(C(=CC=C1)OCCCN1CC2C(CC1)COC2)C)C 5-chloro-4-((3'-(3-(hexahydrofuro[3,4-c]pyridin-5(3H)-yl)propoxy)-2,2'-dimethyl-[1,1'-biphenyl]-3-yl)methoxy)-2-hydroxybenzaldehyde